N-[9-[(2R,6S)-6-[[bis(4-methoxyphenyl)-phenyl-methoxy]methyl]-6-(triisopropylsilyloxymethyl)-1,4-dioxan-2-yl]purin-6-yl]benzamide COC1=CC=C(C=C1)C(OC[C@@]1(COC[C@@H](O1)N1C2=NC=NC(=C2N=C1)NC(C1=CC=CC=C1)=O)CO[Si](C(C)C)(C(C)C)C(C)C)(C1=CC=CC=C1)C1=CC=C(C=C1)OC